COC(=O)[C@@H]1C[C@H](CCC1)OC1=NC=C(N=C1C1CC1)C=1N=NN(C1COC1OCCN1)C (1s,3s)-3-((3-cyclopropyl-5-(1-methyl-5-((oxazolidin-2-yloxy)methyl)-1H-1,2,3-triazol-4-yl)pyrazin-2-yl)oxy)cyclohexane-1-carboxylic acid methyl ester